2-(6-(((3S,4S)-3-fluoropiperidin-4-yl)thio)-1,2,4-triazin-3-yl)-5-(1H-imidazol-1-yl)phenol F[C@H]1CNCC[C@@H]1SC1=CN=C(N=N1)C1=C(C=C(C=C1)N1C=NC=C1)O